ClC=1C=CC=2N=CN=C(C2N1)NC1=C(C2=C(C=NS2)C=C1)F N-(6-chloropyrido[3,2-d]pyrimidin-4-yl)-7-fluoro-1,2-benzothiazol-6-amine